N(=[N+]=[N-])CCC(C1=CC=C(C=C1)C(F)(F)F)N1C[C@@H](N(C[C@H]1CC)C=1C2=C(N(C(N1)=O)C)C=CC(=N2)Cl)CC 4-((2S,5R)-4-(3-azido-1-(4-(trifluoromethyl)phenyl)propyl)-2,5-diethylpiperazin-1-yl)-6-chloro-1-methylpyrido[3,2-d]pyrimidin-2(1H)-one